[N+](=O)([O-])C=1C=C(C=CC1)C=1CCCN(C1)C(=O)OC(C)(C)C t-butyl 5-(3-nitrophenyl)-3,4-dihydropyridine-1(2H)-carboxylate